OC(CC(C)=O)(CO)C 4,5-dihydroxy-4-methylpentan-2-one